2,2-difluorocyclopropylamine hydrochloride Cl.FC1(C(C1)N)F